(4-bromophenyl)(trifluoromethyl)sulfane BrC1=CC=C(C=C1)SC(F)(F)F